N1C(=NC2=C1C=CC=C2)C2=CC(=NN2C)NC(C2=CC=C(C=C2)N2CCNCC2)=O N-[5-(1H-benzimidazol-2-yl)-1-methyl-pyrazol-3-yl]-4-piperazin-1-yl-benzamide